FC(C1=NN(C=C1NC(=O)C=1C=NN2C1N=C(C=C2)N2C[C@@H](C[C@H](C2)F)NC(=O)OC(C)(C)C)C2CCN(CC2)C(=O)OCC2=CC=CC=C2)F Benzyl 4-[3-(difluoromethyl)-4-[[5-[(3R,5R)-3-(tert-butoxycarbonylamino)-5-fluoro-1-piperidyl]pyrazolo[1,5-a]pyrimidine-3-carbonyl]amino]pyrazol-1-yl]piperidine-1-carboxylate